4-amino-8-(2-chloro-5-(trifluoromethyl)pyrimidin-4-yl)-7-fluoro-N-propylisoquinoline-3-carboxamide NC1=C(N=CC2=C(C(=CC=C12)F)C1=NC(=NC=C1C(F)(F)F)Cl)C(=O)NCCC